[N+](=O)([O-])C=1C=C(C=CC1)NC=1C=CC=NC1 5-((3-nitrophenyl)amino)pyridin